ClC1=NC(=CC(=N1)C#N)N(C)C 2-chloro-6-dimethylaminopyrimidine-4-carbonitrile